NC=1N=NN(N1)CCOC1=CC(=C2CC(CC2=C1)CNCCC1CN(C(O1)=O)C1=NC2=C(OCC(N2)=O)N=C1)F 6-[5-[2-[[6-[2-(5-aminotetrazol-2-yl)ethoxy]-4-fluoro-2,3-dihydro-1H-inden-2-yl]methylamino]ethyl]-2-oxo-1,3-oxazolidin-3-yl]-4H-pyrazino[2,3-b][1,4]oxazin-3-one